C(CCCCCCC)(=O)OOC(C)(C)C1=CC=CC=C1 cumyl peroxyoctanoate